BrC=1C=C2C(CCOC2=CC1)NC N-(6-Bromo-3,4-dihydro-2H-chromen-4-yl)-methylamine